C(C)(C)(C)OC(=O)N1CC(CC1)=C 1-tert-butyloxycarbonyl-3-methylenepyrrolidine